BrC=1C=CC=C2C=CC=C(C12)[N-]O 8-bromo-N-hydroxyl-1-naphthylamide